1-methyl-Azetidine-3-one hydrochloride Cl.CN1CC(C1)=O